3-cyclopropyl-N-methyl-1-(3-(tetrahydro-2H-pyran-4-yl)isoquinolin-8-yl)-5,6-dihydroimidazo[1,5-a]pyrazine-7(8H)-carboxamide C1(CC1)C1=NC(=C2N1CCN(C2)C(=O)NC)C=2C=CC=C1C=C(N=CC21)C2CCOCC2